L-glutamic acid benzyl ester C(C1=CC=CC=C1)OC([C@@H](N)CCC(=O)O)=O